ClC1=C(C=C(C=C1)[C@H](C)NC(=O)C=1C(NC2=C(N=C(C=C2C1N1CCN[C@H](CC1)C)C)C1CC1)=O)OC N-[(S)-1-(4-chloro-3-methoxyphenyl)ethyl]-4-[(S)-5-methyl-1,4-diazepan-1-yl]-8-cyclopropyl-6-methyl-2-oxo-1,2-dihydro-1,7-diaza-3-naphthamide